COC1CN(CC1)S(=O)(=O)N 3-methoxy-pyrrolidine-1-sulfonamide